C12N(CC(CC1)C2)CC2=C(C1=C(C=CC(=NO1)O)C=C2)O 8-((2-azabicyclo[2.2.1]hept-2-yl)methyl)-3,9-dihydroxybenzo[5,6]oxazepin